C(C1=CC=CC=C1)NC1=NC(=CN=C1SC)Cl N-benzyl-6-chloro-3-(methylthio)pyrazin-2-amine